7-methoxy-4-(1-methyl-3-phenyl-1H-pyrazol-4-yl)quinazoline-6-carboxylic acid ethyl ester C(C)OC(=O)C=1C=C2C(=NC=NC2=CC1OC)C=1C(=NN(C1)C)C1=CC=CC=C1